N1=NN(C2=NC=CC=C21)C2=CC(=C(C(=O)N([C@H]1CNCCC1)C1=CC3=C(C=N1)C=CN3C)C=C2)F (R)-4-(3H-[1,2,3]triazolo[4,5-b]pyridin-3-yl)-2-fluoro-N-(1-methyl-1H-pyrrolo[3,2-c]pyridin-6-yl)-N-(piperidin-3-yl)benzamide